(2S)-4-(cyclopropyl(4-(5,6,7,8-tetrahydro-1,8-naphthyridin-2-yl)butyl)amino)-2-((((6,7-dihydro-5H-cyclopenta[b]pyridin-7-yl)oxy)carbonyl)amino)butanoic acid C1(CC1)N(CC[C@@H](C(=O)O)NC(=O)OC1CCC=2C1=NC=CC2)CCCCC2=NC=1NCCCC1C=C2